ClC=1C=CC2=C(C(=N[C@H](C=3N2C(=NN3)SCC3CC3)CCC(=O)OC)C3=C(C=CC=C3)F)C1 methyl (S)-3-(8-chloro-6-(2-fluorophenyl)-1-((cyclopropylmethyl)thio)-4H-benzo[f][1,2,4]triazolo[4,3-a][1,4]diazepin-4-yl)propionate